CC1=NOC(=C1C=1C=CC(=C(C1)N(C1=CC=C(C=C1)C1(CC1)C#N)CCOC1(CN(C1)C=1C=C2C(N(C(C2=CC1)=O)C1C(NC(CC1)=O)=O)=O)C)C)C 1-(4-((5-(3,5-Dimethylisoxazol-4-yl)-2-methylphenyl)(2-((1-(2-(2,6-dioxopiperidin-3-yl)-1,3-dioxoisoindolin-5-yl)-3-methylazetidin-3-yl)oxy)ethyl)amino)phenyl)cyclopropanecarbonitrile